tert-butyl (2R)-4-{2-[4-({[(4-chlorophenyl)methyl]amino}carbonylamino)phenyl]acetyl}-2-(hydroxymethyl)piperazinecarboxylate ClC1=CC=C(C=C1)CNC(=O)NC1=CC=C(C=C1)CC(=O)N1C[C@@H](N(CC1)C(=O)OC(C)(C)C)CO